7-methoxy-N,2,2-trimethyl-6-[3-(pyrrolidin-1-yl)propoxy]-1H,2H,3H-cyclopenta[b]quinolin-9-amine COC1=CC=2C(=C3C(=NC2C=C1OCCCN1CCCC1)CC(C3)(C)C)NC